6-bromo-3-fluoroimidazo[1,2-a]pyridine-2-carboxylic acid HCl salt Cl.BrC=1C=CC=2N(C1)C(=C(N2)C(=O)O)F